BrC=1C=C(C=CC1)[C@H](C)NC(OC(C)(C)C)=O tert-butyl N-[(1S)-1-(3-bromophenyl)ethyl]carbamate